(R)-8-(4,4-difluorocyclohex-1-en-1-yl)-N-(1-hydroxypropan-2-yl)quinoline-3-carboxamide methyl-2-(3-fluoro-5-(trifluoromethoxy)phenyl)acetate COC(CC1=CC(=CC(=C1)OC(F)(F)F)F)=O.FC1(CC=C(CC1)C=1C=CC=C2C=C(C=NC12)C(=O)N[C@@H](CO)C)F